OC[C@@H](C(C(=O)N[C@H](C(=O)O)CC)S(=O)(=O)C1=CC=C(C)C=C1)CCC (2S)-2-((3S)-3-(hydroxymethyl)-2-p-toluenesulfonyl-hexanamido)butanoic acid